ClC1=CC=C2C(=NN(C2=C1)C1=CC(=CC=C1)S(=O)(=O)C)C(C)N1N=C(C=2C1=NC=NC2N)C2=CC(=C(C=C2)OC)F 1-(1-(6-chloro-1-(3-(methylsulfonyl)phenyl)-1H-indazol-3-yl)ethyl)-3-(3-fluoro-4-methoxyphenyl)-1H-pyrazolo[3,4-d]pyrimidin-4-amine